tert-butyl 4-[3-[3-[(4-methoxyphenyl)methyl]-2,4-dioxo-hexahydropyrimidin-1-yl]-8-methyl-imidazo[1,2-a]pyridin-7-yl]piperazine-1-carboxylate COC1=CC=C(C=C1)CN1C(N(CCC1=O)C1=CN=C2N1C=CC(=C2C)N2CCN(CC2)C(=O)OC(C)(C)C)=O